N-[3-[[1-(1,3-benzothiazol-2-yl)-2-[3-[(E)-N'-hydroxycarbamimidoyl]phenyl]ethyl]sulfamoyl]phenyl]-4-ethyl-1,2,5-oxadiazole-3-carboxamide S1C(=NC2=C1C=CC=C2)C(CC2=CC(=CC=C2)\C(\N)=N/O)NS(=O)(=O)C=2C=C(C=CC2)NC(=O)C2=NON=C2CC